N-[4-[[3-[(3-aminocyclobutyl)carbamoyl]cyclobutyl]carbamoyl]-3-chloro-phenyl]-5-(2,3-difluoro-4-methoxyphenyl)-1-methylimidazole-2-carboxamide NC1CC(C1)NC(=O)C1CC(C1)NC(=O)C1=C(C=C(C=C1)NC(=O)C=1N(C(=CN1)C1=C(C(=C(C=C1)OC)F)F)C)Cl